2-chloro-N-(o-tolyl)acetamide ClCC(=O)NC1=C(C=CC=C1)C